OC(=O)C(F)(F)F.O=C1N(C[C@H]2N1CCNC2)CCC(=O)O 3-[(8aS)-3-oxo-1,5,6,7,8,8a-hexahydroimidazo[1,5-a]pyrazin-2-yl]propanoic acid TFA salt